FC1=CC(=CN1)B(O)O 5-FLUORO-PYRROL-3-YLBORONIC ACID